O1C(=NN=C1)C=1N=C2N(C=3N=C(C=C(C3C=C2)C(F)(F)F)C(C(C)C)=O)C1 1-(8-(1,3,4-oxadiazol-2-yl)-4-(trifluoromethyl)imidazo[1,2-a][1,8]naphthyridin-2-yl)-2-methylpropan-1-one